COC1=C(C=C(C=C1)C(NC=1C=NC=C(C1)C(F)(F)F)=O)C1CN(CC1)C(=O)OC(C)(C)C tert-butyl 3-(2-methoxy-5-((5-(trifluoromethyl)pyridin-3-yl)carbamoyl) phenyl)pyrrolidine-1-carboxylate